ClC1=C(CN2N=C3C4=C(CCC3=C2)OC(=C4C)C(=O)NC4=CC=C(C=C4)C(C)C)C(=CC=C1)F 2-(2-chloro-6-fluorobenzyl)-N-(4-isopropylphenyl)-8-methyl-4,5-dihydro-2H-furo[2,3-g]indazole-7-carboxamide